(S)-(4-bromo-2-fluorophenoxy)cyclobutylacetic acid BrC1=CC(=C(O[C@H](C(=O)O)C2CCC2)C=C1)F